3-Cyclopropyl-1-((1-methyl-3-(trifluoromethyl)cyclobutyl)methyl)-N-(2-(S-methylsulfonimidoyl)pyridin-4-yl)-4-(trifluoromethyl)-1H-pyrazole-5-carboxamide C1(CC1)C1=NN(C(=C1C(F)(F)F)C(=O)NC1=CC(=NC=C1)S(=O)(=N)C)CC1(CC(C1)C(F)(F)F)C